C(C)C=1C=CC(=C(C1)S(=O)(=O)NC1=NOC2=C1C(=CC(=C2)CN2N=CC1=C2CN(C1)C#CC)OC)OC 5-ethyl-2-methoxy-N-(4-methoxy-6-((5-propynyl-5,6-dihydropyrrolo[3,4-c]pyrazol-1(4H)-yl)methyl)benzo[d]isoxazol-3-yl)benzenesulfonamide